C(C1=CC=CC=C1)OC1=C(C=O)C=CC(=C1)N(CCCCO[Si](C1=CC=CC=C1)(C1=CC=CC=C1)C(C)(C)C)CCCC 2-benzyloxy-4-[butyl-[4-[(tert-butyldiphenylsilyl)oxy]butyl]amino]benzaldehyde